(R)-2-(4-fluorophenyl)-2-((4-(trifluoromethoxy)phenyl)sulfonamido)ethyl methanesulfonate CS(=O)(=O)OC[C@H](NS(=O)(=O)C1=CC=C(C=C1)OC(F)(F)F)C1=CC=C(C=C1)F